4-([[(2S)-1,4-dioxan-2-yl]methyl]amino)-3-nitrobenzene-1-sulfonamide O1[C@H](COCC1)CNC1=C(C=C(C=C1)S(=O)(=O)N)[N+](=O)[O-]